NC1=NC(=NC(=C1C=O)C1=C(C=C(C=C1)F)F)N1C[C@@H](OCC1)C=1C=NN(C1)C1CC1 (S)-4-amino-2-(2-(1-cyclopropyl-1H-pyrazol-4-yl)morpholino)-6-(2,4-difluorophenyl)pyrimidine-5-carbaldehyde